methyl (S)-3-((1R,3S)-3-hydroxycyclohexyl)-7-methyl-2-((2-oxopyridin-1(2H)-yl)methyl)-3,7,8,9-tetrahydro-6H-imidazo[4,5-f]quinoline-6-carboxylate O[C@@H]1C[C@@H](CCC1)N1C(=NC2=C3CC[C@@H](N(C3=CC=C21)C(=O)OC)C)CN2C(C=CC=C2)=O